NC1=C(C=C(C=C1)NCCCN1C=NC=C1)C N-(4-amino-3-methylphenyl)-N-[3-(1H-imidazol-1-yl)propyl]-amine